CC1C(C1)(C(=O)O)C1=CC(=CC=C1)C(=COC)C methyl-1-[3-(2-methoxy-1-methyl-vinyl)phenyl]cyclopropanecarboxylic acid